{3-[2-(dimethylamino)ethyl]-4-indolyloxy}methyl-succinic acid tert-butyl ester C(C)(C)(C)OC(C(CC(=O)O)COC1=C2C(=CNC2=CC=C1)CCN(C)C)=O